C1(CCCC1)OC=1C=C(C=C(C1)C)B(O)O 3-(CYCLOPENTYLOXY)-5-METHYLPHENYLBORONIC ACID